C1=CC=CC=2C3=CC=CC=C3C(C12)COC(=O)N1CC2=CC=C(C=C2C[C@H]1C(=O)O)NC(=O)OC(C)(C)C (S)-2-(((9H-fluoren-9-yl)methoxy)carbonyl)-6-((tert-butoxycarbonyl)amino)-1,2,3,4-tetrahydroisoquinoline-3-carboxylic acid